Methyl 6-bromo-3-[[(1R)-1-[3,6-dimethyl-2-(2-methylthiazolo[5,4-b]pyridin-5-yl)-4-oxo-chromen-8-yl]ethyl]amino]pyridine-2-carboxylate BrC1=CC=C(C(=N1)C(=O)OC)N[C@H](C)C=1C=C(C=C2C(C(=C(OC12)C1=CC=C2C(=N1)SC(=N2)C)C)=O)C